N-(2-(diisopropylamino)ethyl)-2-(3-cyano-4-hydroxyphenyl)-4-methylthiazole-5-carboxamide hydrochloride Cl.C(C)(C)N(CCNC(=O)C1=C(N=C(S1)C1=CC(=C(C=C1)O)C#N)C)C(C)C